O=C1N(CC2=CC=C(C=C12)CCCCCCC(N1CCC(CC1)C1=NC=CC=C1)=O)N1C(CCCC1=O)=O (1-oxo-6-(7-oxo-7-(4-(pyridin-2-yl)piperidin-1-yl)heptyl)isoindolin-2-yl)piperidine-2,6-dione